ClC=1C(=NC(=NC1)NC1CCOCC1)C1=CC=C2CN(C(C2=C1)=O)CC(=O)N[C@H](CO)C1=CC(=C(C=C1)F)C 2-(6-{5-chloro-2-[(oxan-4-yl)amino]pyrimidin-4-yl}-1-oxo-2,3-dihydro-1H-isoindol-2-yl)-N-[(1S)-1-(4-fluoro-3-methylphenyl)-2-hydroxyethyl]acetamide